C1(CC1)CC(=O)N1[C@H]2CC(C[C@@H]1CCC2)N(C)C2=NC(=CC(=N2)Cl)Cl 2-cyclopropyl-1-((1R,3s,5S)-3-((4,6-dichloropyrimidin-2-yl)(methyl)amino)-9-azabicyclo[3.3.1]nonan-9-yl)ethan-1-one